5-hydroxy-7-methyl-1H-indole-1-carboxylate OC=1C=C2C=CN(C2=C(C1)C)C(=O)[O-]